CN(CCOC(C(=C)C)=O)C 2-(dimethylamino)ethylmethacrylate